C(C)(C)(C)OC(=O)N1CCN(CC1)C1=C(C=C(C=C1F)NC1C(NC(CC1)=O)=O)F.[Si](C)(C)(C(C)(C)C)P([Si](C)(C)C)[Si](C)(C)C(C)(C)C bis(t-butyldimethylsilyl)(trimethylsilyl)phosphine tert-butyl-4-(4-((2,6-dioxopiperidin-3-yl)amino)-2,6-difluorophenyl)piperazine-1-carboxylate